C(=C)C1=CC2C(CC1)O2 3,4-Epoxy-1-vinylcyclohexene